N#CBr cyanic bromid